C1(=CC=CC=C1)C1=NN(C=C1)C1=NC(=NC=2N1N=C(N2)C2=CC=NC=C2)N2CCOCC2 4-(7-(3-phenyl-1H-pyrazol-1-yl)-2-(pyridin-4-yl)-[1,2,4]triazolo[1,5-a][1,3,5]triazin-5-yl)morpholine